3-((R)-4-amino-6-((S)-2-(methoxymethyl)azetidin-1-yl)pyrido[3,4-d]pyrimidin-8-yl)-2,4-dimethylphenol NC=1C2=C(N=CN1)C(=NC(=C2)N2[C@@H](CC2)COC)C=2C(=C(C=CC2C)O)C